FC=1C=C(C=C(C1C)F)N1C=C(C2=C1N=CN=C2N2[C@H](CN(CC2)C(=O)OC(C)(C)C)C)N2CCCC2 tert-Butyl (S)-4-(7-(3,5-difluoro-4-methylphenyl)-5-(pyrrolidin-1-yl)-7H-pyrrolo[2,3-d]pyrimidin-4-yl)-3-methylpiperazine-1-carboxylate